C(C)(C)(C)OC(=O)O[C@@H]1[C@H]([C@H](N(C1)C(=O)OC(C)(C)C)CC1=CC=C(C=C1)OC)OC(NC[C@H]1N(CCC1)C(=O)OC(C)(C)C)=O tert-butyl (2R,3S,4S)-4-[(tert-butoxycarbonyl)oxy]-3-[({[(2S)-1-(tert-butoxycarbonyl)pyrrolidin-2-yl]methyl}carbamoyl)oxy]-2-[(4-methoxyphenyl)methyl]pyrrolidine-1-carboxylate